C(=O)[C@@H](C(=O)[O-])[NH3+] The molecule is an amino acid zwitterion obtained by transfer of a proton from the amino to the carboxy group of L-3-oxoalanine; major microspecies at pH 7.3 (according to Marvin v 6.2.0.). It is a tautomer of a L-3-oxoalanine.